Cl[13C]1=NC=N[13C](=[13CH]1)OC 4-chloro-6-methoxypyrimidine-4,5,6-13C3